CC(CCC(=O)ON1C(=O)CCC1=O)(C#N)SC(=S)C2=CC=CC=C2 4-cyano-4-(phenylcarbonothioylthio)pentanoic acid N-succinimidyl ester